N-(4-([1,2,4]triazolo[1,5-a]pyridin-7-ylmethyl)-3-methylphenyl)-6-(3,3-dimethylpiperazin-1-yl)pyrido[3,2-d]pyrimidin-4-amine hydrochloride Cl.N=1C=NN2C1C=C(C=C2)CC2=C(C=C(C=C2)NC=2C1=C(N=CN2)C=CC(=N1)N1CC(NCC1)(C)C)C